tellurium-selenium-molybdenum sulfide [Mo]=S.[Se].[Te]